N-(3-Chloro-4-fluorophenyl)-4-(5-hydroxy-5-(1-isopropyl-4-(trifluoromethyl)-1H-pyrazol-3-yl)octahydropentalen-2-yl)-1-methyl-1H-imidazole-5-carboxamide ClC=1C=C(C=CC1F)NC(=O)C1=C(N=CN1C)C1CC2CC(CC2C1)(C1=NN(C=C1C(F)(F)F)C(C)C)O